ClC1=CC(=C(C=C1Cl)N=C(SC)N1[C@@H]2CC[C@H]1CC=1C(=NC=CC12)F)F methyl (5R,8S)-N-(4,5-dichloro-2-fluorophenyl)-1-fluoro-6,7,8,9-tetrahydro-5H-5,8-epiminocyclohepta[c]pyridine-10-carbimidothioate